3-(2-(4-(2-fluoro-5-(1H-pyrazol-1-yl)phenyl)piperazin-1-yl)ethyl)-8-(prop-1-yn-1-yl)-3H-[1,2,4]triazolo[5,1-i]purin-5-amine FC1=C(C=C(C=C1)N1N=CC=C1)N1CCN(CC1)CCN1C=2N=C(N3C(C2N=C1)=NC(=N3)C#CC)N